C(=O)(O)CNC(NCCC[C@H](N)C(=O)O)=N Nω-carboxymethyl-arginine